FC1=C(C=CC=C1)C1=CC=C(C=C1)CCCNC(=O)C1=NNC=C1 N-(3-(2'-fluoro-[1,1'-biphenyl]-4-yl)propyl)-1H-pyrazole-3-carboxamide